FC(=CC(=O)O)F 3,3-difluoroprop-2-enoic acid